C(CCCC=CCC=CCC=CCC=CCC=CCC)(=O)O 5,8,11,14,17-eicosapentaenoic acid